N-[6-(Hydroxymethyl)-2-(oxetan-3-ylmethyl)-2H-indazol-5-yl]-6-(trifluoromethyl)pyridin-2-carboxamid OCC=1C(=CC2=CN(N=C2C1)CC1COC1)NC(=O)C1=NC(=CC=C1)C(F)(F)F